4,4-Difluoropiperidine HCl Cl.FC1(CCNCC1)F